CN1C(N(CC1)NCC1=NC=C(C=C1)C(F)(F)F)=O 1-methyl-3-[[5-(trifluoromethyl)-2-pyridyl]methylamino]imidazolidin-2-one